N-(4-cyanobenzyl)-2-methoxy-6-methyl-N-propylnicotinamide C(#N)C1=CC=C(CN(C(C2=C(N=C(C=C2)C)OC)=O)CCC)C=C1